5-Bromo-N-(2,2-difluoroethyl)pyrazolo[1,5-a]pyridine-3-carboxamide BrC1=CC=2N(C=C1)N=CC2C(=O)NCC(F)F